2,6-dimethylphenylsulfonamide CC1=C(C(=CC=C1)C)S(=O)(=O)N